NC(=O)N UREA